[(4S)-2,2-dimethyl-1,3-dioxolan-4-yl]methoxylpropyl methanesulfonate CS(=O)(=O)OCCCOC[C@@H]1OC(OC1)(C)C